N-(thiophene-2-ylmethyl)benzamide S1C(=CC=C1)CNC(C1=CC=CC=C1)=O